methyl 2-piperidinate N1C(CCCC1)C(=O)OC